N-[(6-Amino-2-pyridyl)sulfonyl]-6-isopropyl-2-[(4S)-2,2,4-trimethylpyrrolidin-1-yl]pyridin-3-carboxamid NC1=CC=CC(=N1)S(=O)(=O)NC(=O)C=1C(=NC(=CC1)C(C)C)N1C(C[C@@H](C1)C)(C)C